4-(1,3-dioxolan-2-yl)-2-nitrophenol O1C(OCC1)C1=CC(=C(C=C1)O)[N+](=O)[O-]